4-[4-[3-(2,6-dimethyl-4-pyridyl)-5-methyl-1H-pyrazol-4-yl]phenyl]-2,3-dimethyl-benzenesulfonamide CC1=NC(=CC(=C1)C1=NNC(=C1C1=CC=C(C=C1)C1=C(C(=C(C=C1)S(=O)(=O)N)C)C)C)C